bis(tert-butyl)-L-glutamic acid hydrochloride Cl.C(C)(C)(C)N([C@@H](CCC(=O)O)C(=O)O)C(C)(C)C